O=C1N2CCN(C[C@@H]2CO1)C1=C2C=NN(C2=CC(=C1)S(=O)(=O)NC1(CC1)C#N)C=1SC(=NN1)C(F)F 1-[({4-((1R)-7-oxo-8-oxa-3,6-diazabicyclo[4.3.0]non-3-yl)-1-[5-(difluoromethyl)(1,3,4-thiadiazol-2-yl)]-1H-indazol-6-yl}sulfonyl)amino]cyclopropanecarbonitrile